COC=1C=C(C=CC1OC)NC(=O)N1CC2=CC=CC=C2CC1 3,4-dihydro-N-(3,4-dimethoxyphenyl)-2(1H)-isoquinolinecarboxamide